N-[[1-[(1R)-3-(hydroxyamino)-1-(2-naphthylmethyl)-oxo-propyl]triazol-4-yl]methyl]pyrimidine-4-carboxamide ONC(C[C@@H](CC1=CC2=CC=CC=C2C=C1)N1N=NC(=C1)CNC(=O)C1=NC=NC=C1)=O